C(C)(C)(C)C=1C=C(N(N1)C)C(C1=C(C=CC(=C1)C#N)C1=NC=C(C=N1)CCNC(OC(C)(C)C)=O)O tert-Butyl N-[2-[2-[2-[(5-tert-butyl-2-methylpyrazol-3-yl)-hydroxymethyl]-4-cyanophenyl]pyrimidin-5-yl]ethyl]carbamate